S(=O)(=O)(O)CCC[N+](CCCCCC(=O)OC(CCCCC[N+](CCCS(=O)(=O)O)(CCCS(=O)(=O)O)CCCS(=O)(=O)O)=O)(CCCS(=O)(=O)O)CCCS(=O)(=O)O {6-[tris(3-sulfopropyl)]ammoniohexanoyl}oxide